NC1=NN(C=C1)CCO 2-(3-aminopyrazol-1-yl)ethanol